7-[5-[(4-chlorophenyl)methoxymethyl]-2-(3-chloro-2-pyridinyl)pyrazol-3-yl]-5-methyl-3H-triazolo[4,5-f][3,1]benzoxazin-9-one ClC1=CC=C(C=C1)COCC=1C=C(N(N1)C1=NC=CC=C1Cl)C1=NC2=C(C(O1)=O)C1=C(C=C2C)NN=N1